BrCC1(CN(CC1)S(=O)(=O)C=1C=NN(C1)C)C=1C=C2C=NN(C2=CC1C)C1=CC=C(C=C1)F 5-(3-(bromomethyl)-1-((1-methyl-1H-pyrazol-4-yl)sulfonyl)pyrrolidin-3-yl)-1-(4-fluorophenyl)-6-methyl-1H-indazole